CC(C)(C)OC(=O)NCC1CCN(CC1)CC1=NC=CC=C1 ({[1-(pyridin-2-ylmethyl)hexahydropyridin-4-yl]methyl}amino)methanoic acid-2-methylpropan-2-yl ester